3-Fluoroimidazo[1,2-a]pyridine-6-carbonitrile FC1=CN=C2N1C=C(C=C2)C#N